N[C@H](C(=O)OCC1=CC=CC=C1)C1=CC=C(C=C1)Br benzyl (S)-2-amino-2-(4-bromophenyl)acetate